C1(=CC=CC=C1)C1(C2=CC=CC=C2C=2C(=CC=CC12)C1=C(C=CC=C1)N(C1=CC=2C(C3=CC=CC=C3C2C=C1)(C)C)C1=CC=C(C=C1)C1=CC=CC=C1)C1=CC=CC=C1 N-[2-(9,9-diphenyl-9H-fluoren-4-yl)phenyl]-N-(1,1'-biphenyl-4-yl)-9,9-dimethyl-9H-fluoren-2-amine